OCCCOCC1(CC1)N(C(=O)C=1C=NN2C1CN(CC2)C(=O)OC(C)(C)C)C tert-butyl 3-(1-[(3-hydroxypropoxy)methyl]cyclopropyl(methyl)carbamoyl)-4H,5H,6H,7H-pyrazolo[1,5-a]pyrazine-5-carboxylate